3-ethyl-2,4,6,6-tetramethyl-1,3-cyclohexadiene C(C)C=1C(=CC(CC1C)(C)C)C